5-(1,3-dioxolan-2-yl)-2-(3-(fluoromethyl)-1H-pyrazol-1-yl)pyridine O1C(OCC1)C=1C=CC(=NC1)N1N=C(C=C1)CF